C1(=CC=C(C=C1)N1N=CC(=C1C(F)(F)F)C(=O)N)C 1-(p-Tolyl)-5-(trifluoromethyl)pyrazole-4-carboxamide